4-((S)-2-((S)-2-acetamido-3-methylbutanamido)-5-ureidopentanamido)benzyl 6-methyl-3-phenyl-1,2,4,5-tetrazine-1(4H)-carboxylate CC1=NNC(=NN1C(=O)OCC1=CC=C(C=C1)NC([C@H](CCCNC(=O)N)NC([C@H](C(C)C)NC(C)=O)=O)=O)C1=CC=CC=C1